C(C)(C)(C)OC(=O)[C@@]1(CN(C[C@@H]1N([C@@H](C)C1=CC=CC=C1)CC1=CC=CC=C1)CC1=CC=CC=C1)F (3S,4S)-1-benzyl-4-(benzyl-((S)-1-phenylethyl)amino)-3-fluoropyrrolidine-3-carboxylic acid tert-butyl ester